C1(=CC=CC=C1)[Li] Phenyl-Lithium